NC=1C=CC(=C(C1)C(C)=O)Br 1-(5-amino-2-bromo-phenyl)ethanone